2,5,6-trichloro-N-[[2-(pentafluoro-λ6-sulfanyl)phenyl]carbamoyl]pyridine-3-carboxamide ClC1=NC(=C(C=C1C(=O)NC(NC1=C(C=CC=C1)S(F)(F)(F)(F)F)=O)Cl)Cl